(R) or (S)-N'-((1,2,3,5,6,7-hexahydro-s-indacen-4-yl)carbamoyl)-5-phenylthiophene-2-sulfonimidamide C1CCC2=C(C=3CCCC3C=C12)NC(=O)N=[S@](=O)(N)C=1SC(=CC1)C1=CC=CC=C1 |o1:16|